N-[4-[4-[[2-(4-chlorophenyl)-4,4-dimethylcyclohexen-1-yl]methyl]piperazin-1-yl]phenyl]sulfonylbenzo[b]thiophene-5-carboxamide ClC1=CC=C(C=C1)C1=C(CCC(C1)(C)C)CN1CCN(CC1)C1=CC=C(C=C1)S(=O)(=O)NC(=O)C1=CC2=C(SC=C2)C=C1